3-[[4-[5-isobutyl-2-(2H-tetrazol-5-yl)-phenyl]piperazin-1-yl]methyl]-1,2,4-oxadiazole C(C(C)C)C=1C=CC(=C(C1)N1CCN(CC1)CC1=NOC=N1)C=1N=NNN1